2-((TERT-BUTOXYCARBONYLAMINO)METHYL)PYRIMIDIN-5-YLBORONIC ACID C(C)(C)(C)OC(=O)NCC1=NC=C(C=N1)B(O)O